9-((4-(((S)-2-hydroxy-1-phenylethyl)amino)-5-(1,3,4-oxadiazol-2-yl)pyridin-2-yl)amino)-1,10b-dihydropyrido[2,1-a]isoindol-6(4H)-one OC[C@H](C1=CC=CC=C1)NC1=CC(=NC=C1C=1OC=NN1)NC1=CC=C2C(N3C(C2=C1)CC=CC3)=O